3-isobutylimidazo[4,5-b]pyridin-2-ylamine C(C(C)C)N1C(=NC=2C1=NC=CC2)N